N'-aminooxalamide NNC(C(=O)N)=O